(R)-3-(1-((6-(4-cyclohexylpiperazine-1-carbonyl)-4-methyl-7-(methylamino)phthalazin-1-yl)amino)ethyl)-2-methylbenzonitrile C1(CCCCC1)N1CCN(CC1)C(=O)C=1C=C2C(=NN=C(C2=CC1NC)N[C@H](C)C=1C(=C(C#N)C=CC1)C)C